2-(((4-carbamoyl-7-(4-isopropylphenyl)-2,3-dihydrobenzofuran-5-yl)amino)methyl)acrylic acid C(N)(=O)C1=C(C=C(C2=C1CCO2)C2=CC=C(C=C2)C(C)C)NCC(C(=O)O)=C